The molecule is a primary alcohol comprising an allyl core with a hydroxy substituent at the 1-position and a phenyl substituent at the 3-position (geometry of the C=C bond unspecified). It has a role as a plant metabolite. C1=CC=C(C=C1)/C=C/CO